phenyl 4,6-dimethylpyrimidin-2-ylcarbamate CC1=NC(=NC(=C1)C)NC(OC1=CC=CC=C1)=O